ClC(C(=O)OCC1=CC=CC=C1)C(=O)C1=CC=C(C=C1)Cl benzyl 2-chloro-3-(4-chlorophenyl)-3-oxopropionate